1-(1-methyl-5-(methylsulfonyl)-1H-1,2,3-triazol-4-yl)ethan-1-one CN1N=NC(=C1S(=O)(=O)C)C(C)=O